dimethylsilanediyl-bis(3-tert-butyl-indenyl)zirconium dichloride [Cl-].[Cl-].C[Si](=[Zr+2](C1C=C(C2=CC=CC=C12)C(C)(C)C)C1C=C(C2=CC=CC=C12)C(C)(C)C)C